(S,E)-1-Amino-2-(1-(2-Cyano-3-cyclopropylacryloyl)piperidin-2-yl)-4-(4-(pyridin-2-ylcarbamoyl)phenyl)-1H-imidazol-5-carboxamid NN1C(=NC(=C1C(=O)N)C1=CC=C(C=C1)C(NC1=NC=CC=C1)=O)[C@H]1N(CCCC1)C(\C(=C\C1CC1)\C#N)=O